2-amino-5-propylsulfanyl-aniline NC1=C(N)C=C(C=C1)SCCC